C(C(C)C)OC1=CCCC2(CCC2)C1 8-isobutoxyspiro[3.5]non-7-ene